(9aR,10S)-10-((R)-(4-fluorophenyl)(2-methoxyphenyl)methyl)-4-hydroxy-8,9,9a,10-tetrahydro-7H-pyrrolo[1',2':4,5]pyrazino[1,2-b]pyridazine-3,5-dione FC1=CC=C(C=C1)[C@@H]([C@H]1[C@@H]2N(C(C=3N1N=CC(C3O)=O)=O)CCC2)C2=C(C=CC=C2)OC